di-n-butyl (2-ethylbutylidene)malonate C(C)C(C=C(C(=O)OCCCC)C(=O)OCCCC)CC